C1(CC1)[C@](CNC(=O)C1=NOC(N1)=O)(CC1=CC=C(C=C1)F)C (R)-N-(2-cyclopropyl-3-(4-fluorophenyl)-2-methylpropyl)-5-oxo-4,5-dihydro-1,2,4-oxadiazole-3-carboxamide